1-(3-ethoxy-1-oxa-2,8-diazaspiro[4.5]dec-2-en-8-yl)-4,4,4-trifluorobutan-1-one C(C)OC1=NOC2(C1)CCN(CC2)C(CCC(F)(F)F)=O